FC(C1=C(C=CC(=C1)C(F)(F)F)CC(=O)N(CC=1OC(=NN1)C=1N=NC(=CC1)C1CNCCC1)C1=CC=C(C=C1)F)(F)F 2-[2,4-bis(trifluoromethyl)phenyl]-N-(4-fluorophenyl)-N-({5-[6-(hexahydropyridin-3-yl)-1,2-diazin-3-yl]-1,3,4-oxadiazol-2-yl}methyl)acetamide